COC1=CC=C(C=N1)C(CC(=O)O)C=1N(C(=CN1)CCCCC1=NC=2NCCCC2C=C1)C 3-(6-methoxypyridin-3-yl)-3-(1-methyl-5-(4-(5,6,7,8-tetrahydro-1,8-naphthyridin-2-yl)butyl)-1H-imidazol-2-yl)propionic acid